cis-8-dimethylamino-3-[2-(1,1-dioxo-[1,4]thiazinan-4-yl)-pyrimidin-5-yl]-8-phenyl-1,3-diazaspiro[4.5]decan-2-one CN(C1(CCC2(CN(C(N2)=O)C=2C=NC(=NC2)N2CCS(CC2)(=O)=O)CC1)C1=CC=CC=C1)C